Ethyl L(-)-lactate CCOC(=O)[C@H](C)O